CC1OCC=2C=NC=3C=NC(=CC3C21)C(=O)N[C@@H]2COC1=C2C=CC(=C1)C(F)(F)F methyl-N-((3S)-6-(trifluoro-methyl)-2,3-dihydro-1-benzofuran-3-yl)-1,3-dihydrofuro[3,4-c][1,7]naphthyridine-8-carboxamide